ethyl 2-(6-((R)-1-(((S)-tert-butylsulfinyl)amino)ethyl)-1-(cyclopropylmethyl)-1H-pyrrolo[2,3-b]pyridin-2-yl)-5-methoxy-3-methylimidazo[1,2-a]pyridine-7-carboxylate C(C)(C)(C)[S@](=O)N[C@H](C)C1=CC=C2C(=N1)N(C(=C2)C=2N=C1N(C(=CC(=C1)C(=O)OCC)OC)C2C)CC2CC2